N1(C=NC=C1)C1=CC=C(OC2=CC=CC(=N2)S(=O)(=O)NC(=O)C=2C(=NC=CC2)N2C(CC(C2)C)(C)C)C=C1 N-[[6-(4-Imidazol-1-ylphenoxy)-2-pyridyl]sulfonyl]-2-(2,2,4-trimethylpyrrolidin-1-yl)pyridin-3-carboxamid